1-phenyl-2-(4-(10-phenylanthracen-9-yl)phenyl)-1H-benzo[d]imidazole C1(=CC=CC=C1)N1C(=NC2=C1C=CC=C2)C2=CC=C(C=C2)C=2C1=CC=CC=C1C(=C1C=CC=CC21)C2=CC=CC=C2